prop-2-en-1-yl 2-(5-[(5-chlorothiophen-2-yl)methyl]amino-1H-pyrazol-3-yl)pyrrolidine-1-carboxylate ClC1=CC=C(S1)CNC1=CC(=NN1)C1N(CCC1)C(=O)OCC=C